ClC1=CC(=C(N)C=C1)C=1N(C=CN1)COCC[Si](C)(C)C 4-chloro-2-(1-((2-(trimethylsilyl)ethoxy)methyl)-1H-imidazol-2-yl)aniline